ClCC=1C=C2CCN(C(C2=CC1)=O)C(C)C 6-(Chloromethyl)-2-isopropyl-3,4-dihydroisoquinolin-1(2H)-one